ClC=1C=2N(C=CN1)C(=CN2)C2=C(C(=C(C=C2)OC)F)F 8-chloro-3-(2,3-difluoro-4-methoxy-phenyl)imidazo[1,2-a]pyrazine